N-(5-(2-(((1r,4r)-4-aminocyclohexyl)amino)quinazolin-6-yl)-4-methylpyridin-2-yl)-2-chlorobenzenesulfonamide NC1CCC(CC1)NC1=NC2=CC=C(C=C2C=N1)C=1C(=CC(=NC1)NS(=O)(=O)C1=C(C=CC=C1)Cl)C